C(C)(C)(C)C=1C=C(C=CC1N1CCCC1)C=1C=C(C=CC1OCCO)C1=CC=CC=C1 3''-tert-butyl-4'-(2-hydroxy-ethoxy)-4''-pyrrolidin-1-yl[1,1':3',1'']-terphenyl